O1CCN(CC1)CCNC(C=C)=O N-(2-morpholinoethyl)acrylamide